Propylacrylamide CCCC(=C)C(=O)N